ethyl (4-((4-aminonaphthalen-1-yl)oxy)pyridin-2-yl)carbamate NC1=CC=C(C2=CC=CC=C12)OC1=CC(=NC=C1)NC(OCC)=O